C(C)(C)(C)N1C(C2=C(C=CC(=C2C1)Cl)[N+](=O)[O-])=O tert-butyl-4-chloro-7-nitro-1-oxoisoindoline